C(C)N1C2=NC(=NC(=C2N=C1C1=CC=NC=C1)N1CCOCC1)N1N=CC(=C1)C=O 1-(9-ethyl-6-morpholino-8-(pyridin-4-yl)-9H-purin-2-yl)-1H-pyrazole-4-carbaldehyde